OC=1C=C(C=CC1)NC(=O)C1=NN2C(N=C(C=C2C=2C=NNC2)N2CC3=CC=CC=C3C2)=C1 N-(3-hydroxyphenyl)-5-(isoindolin-2-yl)-7-(1H-pyrazol-4-yl)pyrazolo[1,5-a]pyrimidine-2-carboxamide